5-phenyl-3-(o-tolyl)-4-(trifluoromethyl)-1H-pyrazole C1(=CC=CC=C1)C1=C(C(=NN1)C1=C(C=CC=C1)C)C(F)(F)F